CC1=C(C(=CC=C1C(F)(F)F)C)C=1CCCC2=C(C1C1=CC=C(C=C1)C=C1CN(C1)CCCF)C=CC(=C2)C(=O)O 8-(2,6-dimethyl-3-(trifluoromethyl)phenyl)-9-(4-((1-(3-fluoropropyl)azetidin-3-ylidene)methyl)phenyl)-6,7-dihydro-5H-benzo[7]annulene-3-carboxylic acid